C(C1(CCCCC1)N=C=O)C1(CCCCC1)N=C=O methylenebiscyclohexyl diisocyanate